tert-butyl [(1R*,2S*)-2-(6-bromo-4-oxo-3,4-dihydrothieno[3,2-d]pyrimidin-2-yl)cyclohexyl]carbamate BrC1=CC=2N=C(NC(C2S1)=O)[C@@H]1[C@@H](CCCC1)NC(OC(C)(C)C)=O |o1:11,12|